N1[C@@H](CCC1)C(=O)O proline